C1(C=CC=C1)[Ti](C1=C(C(=CC=C1F)NC(=O)OC1=CC=CC=C1)F)(C1=C(C(=CC=C1F)NC(=O)OC1=CC=CC=C1)F)C1C=CC=C1 bis(cyclopentadienyl)bis[2,6-difluoro-3-(phenoxycarbonylamino)phenyl]titanium